C(#N)C=1C=CC(=NC1)C=1C=C2C=C(C(NC2=NC1)=O)C(=O)NC(C)C1=CC=C(C=C1)F 6-(5-cyano-2-pyridyl)-N-[1-(4-fluorophenyl)ethyl]-2-oxo-1H-1,8-naphthyridine-3-carboxamide